ClC(C1=CC=C(C=C1)N1C(=NC=2C1=NC=CC2)C=2C(=NC=CC2)N)([2H])[2H] 3-(3-(4-(Chloromethyl-d2)phenyl)-3H-imidazo[4,5-b]pyridin-2-yl)pyridin-2-amine